2E-decen-4-yne C=CCC#CCCCCC